C=CCCCCC hepta-ene